Dimethyl Succinate C(CCC(=O)OC)(=O)OC